rac-tert-Butyl (2S,5S)-2-(1,3-benzothiazol-5-yl)-4-hydroxy-5-methyl-piperidine-1-carboxylate S1C=NC2=C1C=CC(=C2)[C@H]2N(C[C@@H]([C@@H](C2)O)C)C(=O)OC(C)(C)C |&1:13|